4-(5-(5-(1-hydroxyethyl)-1-methyl-1H-pyrrolo[2,3-b]pyridin-3-yl)phenyl)pyrrolidin-2-one OC(C)C=1C=C2C(=NC1)N(C=C2C=2C=CC=C(C2)C2CC(NC2)=O)C